4-bromo-2-(2,4-dioxotetrahydropyrimidin-1(2H)-yl)isoindoline-1,3-dione BrC1=C2C(N(C(C2=CC=C1)=O)N1C(NC(CC1)=O)=O)=O